C(C)(C)C1=CC(=C2C(=N1)NC=C2)N2CC(CCC2)C2=CN=C1N2C=CC=C1 3-(1-(6-isopropyl-1H-pyrrolo[2,3-b]pyridin-4-yl)piperidin-3-yl)imidazo[1,2-a]pyridine